N-hydroxy-5-(2-nitro-4-aminosulfonylphenylamino)pentanamide ONC(CCCCNC1=C(C=C(C=C1)S(=O)(=O)N)[N+](=O)[O-])=O